BrC1=C(N(C2=NC=C(C(=C21)NC2CC(C2)NC(OC)=O)C=O)S(=O)(=O)C2=CC=CC=C2)C=2C=NN(C2)C methyl ((1r,3r)-3-((3-bromo-5-formyl-2-(1-methyl-1H-pyrazol-4-yl)-1-(phenylsulfonyl)-1H-pyrrolo[2,3-b]pyridin-4-yl)amino)cyclobutyl)carbamate